C(C)(C)(C)C1=C(C=C2CC(C(C2=C1)=O)CC)OC 6-tert-Butyl-5-methoxy-2-ethylindan-1-one